FC1=CC=C(S1)N1N=C(C(=C1)C(=O)NC1=NC(=CC=C1)C=1N2C(=NN1)CC[C@@H]2C)OC (S)-1-(5-fluorothien-2-yl)-3-methoxy-N-(6-(5-methyl-6,7-dihydro-5H-pyrrolo[2,1-c][1,2,4]triazol-3-yl)pyridin-2-yl)-1H-pyrazole-4-carboxamide